N1(CCC1)CC1(CC1)NC(C(C)C=1C=C(C=CC1)C)=O N-(1-(azetidin-1-ylmethyl)cyclopropyl)-2-(m-tolyl)propanamide